4-[2-(Boc-amino)-ethyl]aniline methyl-(2-((4-((4,4-difluorocyclohexyl)amino)-6-methoxy-2-(4-methylthiazol-2-yl)pyrimidin-5-yl)oxy)ethyl)carbamate CN(C(O)=O)CCOC=1C(=NC(=NC1OC)C=1SC=C(N1)C)NC1CCC(CC1)(F)F.C(=O)(OC(C)(C)C)NCCC1=CC=C(N)C=C1